(S)-2-(((9H-fluoren-9-yl)methoxy)carbonylamino)-3-phenylalanine C1=CC=CC=2C3=CC=CC=C3C(C12)COC(=O)N[C@@](N)(CC1=CC=CC=C1)C(=O)O